benzyl 6-[4-[(2-methylpropan-2-yl)oxy]-4-oxobut-2-en-2-yl]-3,4-dihydro-1H-isoquinoline-2-carboxylate CC(C)(C)OC(C=C(C)C=1C=C2CCN(CC2=CC1)C(=O)OCC1=CC=CC=C1)=O